N1=C2C(=CC=C1)C=1C=NC=CC1N2 pyrrolo[2,3-b:4,5-c']dipyridine